2-methyl-4-(4-(4,4,5,5-tetramethyl-1,3,2-dioxaborolane-2-yl)-1H-Pyrazol-1-yl)butan-2-ol CC(C)(CCN1N=CC(=C1)B1OC(C(O1)(C)C)(C)C)O